C(#N)C(=C1CC(C2=CC=CC=C12)=O)C#N 3-(dicyanomethylene)inden-1-one